diglycidyl-endo-cis-bicyclo[2.2.1]hept-5-ene-2,3-dicarboxylic acid C(C1CO1)C1=C(C2C(C(C1C2)C(=O)O)C(=O)O)CC2CO2